CC(C(C(=O)O)C1=NOC(=N1)CCC)C 3-methyl-2-(5-propyl-1,2,4-oxadiazol-3-yl)butanoic acid